CC1=C(C#[N+][O-])C(=CC(=C1)O[Si](C(C)C)(C(C)C)C(C)C)C 2,6-dimethyl-4-triisopropylsilyloxybenzonitrile oxide